N-(5-chloro-4-(1H-indol-3-yl)pyrimidin-2-yl)-2-methyl-1H-benzo[d]imidazol-6-amine ClC=1C(=NC(=NC1)NC=1C=CC2=C(NC(=N2)C)C1)C1=CNC2=CC=CC=C12